F[C@@H]1[C@@H]([C@@H](NC1)CC=1C(=C(C=CC1)C1=C(C(=CC=C1)F)F)F)NS(=O)(=O)CC N-{(2S,3R,4S)-4-fluoro-2-[(2,2',3'-trifluoro[1,1'-biphenyl]-3-yl)methyl]pyrrolidin-3-yl}ethanesulfonamide